OC=1C=C2C(N(C=NC2=CC1)C1CN(C2(C1)CCN(CC2)C(C(F)(F)F)=O)C(=O)OC(C)(C)C)=O tert-butyl 3-(6-hydroxy-4-oxo-quinazolin-3-yl)-8-(2,2,2-trifluoroacetyl)-1,8-diazaspiro[4.5]decane-1-carboxylate